9-chloro-7-(5-fluoro-1H-indol-1-yl)-4-((2-(S-methylsulfonimidoyl)pyrimidin-5-yl)methyl)-2,3,4,5-tetrahydrobenzo[f][1,4]oxazepine ClC1=CC(=CC=2CN(CCOC21)CC=2C=NC(=NC2)S(=O)(=N)C)N2C=CC1=CC(=CC=C21)F